4-[6-(4-fluorophenyl)-4-[(6-methylpyridazin-3-yl)methylamino]quinazolin-8-yl]oxypiperidine-1-carboxylic acid methyl ester COC(=O)N1CCC(CC1)OC=1C=C(C=C2C(=NC=NC12)NCC=1N=NC(=CC1)C)C1=CC=C(C=C1)F